tert-butyl 3-[6-chloro-5-cyano-2-(methanesulfonyl)pyrimidin-4-yl]-3,8-diazabicyclo[3.2.1]octane-8-carboxylate ClC1=C(C(=NC(=N1)S(=O)(=O)C)N1CC2CCC(C1)N2C(=O)OC(C)(C)C)C#N